nonadecane-2,12-diol CC(CCCCCCCCCC(CCCCCCC)O)O